(S)-N-(3-(3-(cyanomethyl)-1-(4-ethyl-4H-1,2,4-triazol-3-yl)cyclobutyl)phenyl)-7,7-dimethyl-4-((3-methylpiperidin-1-yl)methyl)-6,7-dihydro-5H-cyclopenta[b]pyridine-2-carboxamide C(#N)CC1CC(C1)(C1=NN=CN1CC)C=1C=C(C=CC1)NC(=O)C1=CC(=C2C(=N1)C(CC2)(C)C)CN2C[C@H](CCC2)C